C(OCCCCCC(C)C)(OC1=CC=C(C=C1)[N+](=O)[O-])=O 6-methylheptyl (4-nitrophenyl) carbonate